FC=1C=C2[C@H](N3C(C2=CC1)=CN=C3)[C@@H]3COCC[C@H]3O (3R,4R)-3-((R)-7-Fluoro-5H-imidazo[5,1-a]isoindol-5-yl)tetrahydro-2H-pyran-4-ol